ClC1=C(OCC(=O)[O-])C=CC(=C1)Cl 2,4-dichlorophenoxyacetate